N-(1-(3-chloro-4-methylphenyl)-2-oxopyrrolidin-3-yl)-2-(5-hydroxy-1H-indol-3-yl)-2-oxoacetamide ClC=1C=C(C=CC1C)N1C(C(CC1)NC(C(=O)C1=CNC2=CC=C(C=C12)O)=O)=O